(3,4-dichloro-2-fluorophenyl)-7-methoxyquinazoline-4,6-diamine trifluoroacetate salt FC(C(=O)O)(F)F.ClC=1C(=C(C=CC1Cl)C1=NC2=CC(=C(C=C2C(=N1)N)N)OC)F